C1(CC1)C=1N=C2N(C=C(C(=C2)OC2COCC2)C(=O)NC=2C(N(C=CC2)C(F)F)=O)C1 2-Cyclopropyl-N-(1-(difluoromethyl)-2-oxo-1,2-dihydropyridin-3-yl)-7-((tetrahydrofuran-3-yl)oxy)imidazo[1,2-a]pyridine-6-carboxamide